methyl 5-((2-amino-3-fluoropyridin-4-yl)methyl)-2-((2-fluoro-4-iodo-5-methylphenyl)amino)-3,4-difluorobenzoate NC1=NC=CC(=C1F)CC=1C(=C(C(=C(C(=O)OC)C1)NC1=C(C=C(C(=C1)C)I)F)F)F